seleno-DL-cysteine N[C@@H](CS)C(=[Se])O |r|